2-hydroxyundecanoic acid OC(C(=O)O)CCCCCCCCC